CN(C(=O)C1=CNC=C1C1=NC(=NC=C1C(F)(F)F)N[C@@H]1CNCCC1)C N,N-dimethyl-4-(2-{[(3S)-piperidin-3-yl]amino}-5-(trifluoromethyl)pyrimidin-4-yl)-1H-pyrrol-3-carboxamide